(2S)-2-({1-cyclopentyl-5-[2-(trifluoromethyl)phenyl]-1H-pyrazol-3-yl}formamido)-N-(2-methoxyethyl)-N-methyl-4-phenylbutanamide C1(CCCC1)N1N=C(C=C1C1=C(C=CC=C1)C(F)(F)F)C(=O)N[C@H](C(=O)N(C)CCOC)CCC1=CC=CC=C1